C(C)OC(=O)C1=NN(C2=CC=CC(=C2C1=O)S(=O)(=O)CC(F)(F)F)C1=CC=C(C=C1)OC(F)(F)F.BrC1=CC(=CC=C1)C(CC)(F)F 1-bromo-3-(1,1-difluoropropyl)benzene ethyl-4-oxo-5-(2,2,2-trifluoroethylsulfonyl)-1-[4-(trifluoromethoxy)phenyl]cinnoline-3-carboxylate